4,6-difluoro-1H-indazole FC1=C2C=NNC2=CC(=C1)F